(1'R,2'R)-5'-(methyl-d3)-4-phenethyl-2'-(prop-1-en-2-yl-d5)-1',2',3',4'-tetrahydro-[1,1'-biphenyl]-2,6-diol C(C=1CC[C@H]([C@@H](C1)C=1C(=CC(=CC1O)CCC1=CC=CC=C1)O)C(=C([2H])[2H])C([2H])([2H])[2H])([2H])([2H])[2H]